ClC1=CC=C(C=C1)N1C(=NN=C1CN1N=CC=N1)[C@H]1CC[C@H](CC1)OC1=NC=CC=C1 cis-2-[4-[4-(4-Chlorophenyl)-5-(triazol-2-ylmethyl)-1,2,4-triazol-3-yl]cyclohexyl]oxypyridin